(1R,3S)-3-fluoro-8-azaspiro[4.5]decan-1-amine F[C@@H]1C[C@H](C2(C1)CCNCC2)N